(R)-(2-(2,6-dioxopiperidin-3-yl)-3-oxoisoindolin-5-yl)methyl(3-chloro-4-methylphenyl)carbamate O=C1NC(CC[C@H]1N1CC2=CC=C(C=C2C1=O)OC(N(C1=CC(=C(C=C1)C)Cl)C)=O)=O